Cl.C(C)OC(=O)C=1N=CSC1 Thiazole-4-carboxylic acid ethyl ester hydrochloride